C(C)(=O)ON=C(C(=O)C1=CC=C(C=C1)SC1=CC=CC=C1)CC1CCCC1 N-acetoxy-1-(4-phenylsulfanylphenyl)-3-Cyclopentylpropane-1-on-2-imine